tert-butyl 5-(3-fluoro-4-(6-methoxy-2-methyl-2H-indazole-5-carboxamido) phenyl)hexahydropyrrolo[3,4-c]pyrrole-2(1H)-carboxylate FC=1C=C(C=CC1NC(=O)C1=CC2=CN(N=C2C=C1OC)C)N1CC2C(C1)CN(C2)C(=O)OC(C)(C)C